tert-butyl (5-(4-fluoro-3-(methylcarbamoyl)phenyl)thiazol-2-yl)(4-methoxybenzyl)carbamate FC1=C(C=C(C=C1)C1=CN=C(S1)N(C(OC(C)(C)C)=O)CC1=CC=C(C=C1)OC)C(NC)=O